N-{3-[2-(4-{3-[(3-fluoro-2-methoxyphenyl)amino]-4-oxo-1H,5H,6H,7H-pyrrolo[3,2-c]pyridin-2-yl}pyridin-3-yl)ethynyl]oxolan-3-yl}prop-2-enamid FC=1C(=C(C=CC1)NC1=C(NC2=C1C(NCC2)=O)C2=C(C=NC=C2)C#CC2(COCC2)NC(C=C)=O)OC